C(#N)C1=CC=C(C=C1)N1C(=NNC1=O)C(F)F 4-(4-cyanophenyl)-3-difluoromethyl-1,2,4-triazol-5-one